The molecule is a C3 cyanine dye having 1-ethyl-3,3-dimethylindoleinine units at each end. It has a role as a fluorochrome. It is a cyanine dye and an organic iodide salt. It contains a C3-indocyanine cation. CCN\\1C2=CC=CC=C2C(/C1=C\\C=C\\C3=[N+](C4=CC=CC=C4C3(C)C)CC)(C)C.[I-]